C1(=CC=CC=C1)CC1=CC=CC=C1 di-phenylmethane